[Ca].[Zn].[Fe] iron-zinc-calcium